(E)-2,6-di-tert-butyl-4-(4-(dimethylamino)styryl)pyrylium trifluoromethanesulfonate FC(S(=O)(=O)[O-])(F)F.C(C)(C)(C)C1=[O+]C(=CC(=C1)\C=C\C1=CC=C(C=C1)N(C)C)C(C)(C)C